5-([1,2,4]Triazolo[1,5-a]pyridin-6-yl)-N-(4-((2-(dimethylamino)ethyl)(methyl)-amino)phenyl)-1-(6-methylpyridin-2-yl)-1H-pyrazol-3-carboxyamid N=1C=NN2C1C=CC(=C2)C2=CC(=NN2C2=NC(=CC=C2)C)CC(=O)NC2=CC=C(C=C2)N(C)CCN(C)C